O[C@@]1(C=CC(=O)O1)CCCCCC(C(C)O)(C)O (4S)-4,10,11-trihydroxy-10-methyl-dodec-2-en-1,4-olide